(2R)-N-((R)-(3,4-dichlorophenyl)(2-(trifluoromethyl)pyrimidin-5-yl)methyl)-2-methyl-3-oxopiperazine-1-carboxamide ClC=1C=C(C=CC1Cl)[C@@H](NC(=O)N1[C@@H](C(NCC1)=O)C)C=1C=NC(=NC1)C(F)(F)F